(S)-4-((1-(3-fluoropropyl)pyrrolidin-3-yl)oxy)benzoyl chloride FCCCN1C[C@H](CC1)OC1=CC=C(C(=O)Cl)C=C1